BrC=1C=C(C=C(C1)C(F)(F)F)N[C@@H]1CN(CC1)C(=O)OC(C)(C)C tert-butyl (S)-3-((3-bromo-5-(trifluoromethyl)phenyl)amino)pyrrolidine-1-carboxylate